COC(=O)C1=CC2=CC=C(C=C2C=2OC(C=CC21)(C2=C(C=CC=C2)C2CCNCC2)C2=CC=CC=C2)N(C)C 9-dimethylamino-2-phenyl-2-(4-piperidylphenyl)-2H-naphtho[1,2-b]pyran-5-carboxylic acid methyl ester